1-(6-(1-aminocyclobutyl)pyridin-2-yl)-6-(trifluoromethoxy)-1H-indole-2-carboxamide TFA salt OC(=O)C(F)(F)F.NC1(CCC1)C1=CC=CC(=N1)N1C(=CC2=CC=C(C=C12)OC(F)(F)F)C(=O)N